Cl.C1(=CC=CC=C1)C1NC(CC(C1)=O)C1=CC=CC=C1 2,6-diphenyl-4-piperidone hydrochloride